CP(=O)(C)C1=CC2=C(N=C(N=C2)C)C(=N1)C 6-(dimethylphosphoryl)-2,8-dimethylpyrido[3,4-d]pyrimidin